C1(CC1)C=1C(=CC(=NC1)OC)OC=1C(=NC(=NC1)N)N 5-((5-cyclopropyl-2-methoxy-pyridin-4-yl)oxy)pyrimidine-2,4-diamine